ClC=1C=C(NC2(CCC3([C@H](CC4=CC=5OCCCCOC5C=C34)C[C@H](CO)C)CC2)C(=O)OC)C=CC1 methyl (1r,4S,9'S)-4-(3-chloroanilino)-9'-[(2R)-3-hydroxy-2-methylpropyl]-2',3',4',5',9',10'-hexahydrospiro[cyclohexane-1,8'-indeno[5,6-b][1,4]dioxocine]-4-carboxylate